O=C1C[C@H]([C@@H](N1)C1=CC=CC=C1)NC(OCC1=CC=CC=C1)=O trans-benzyl (5-oxo-2-phenylpyrrolidin-3-yl)carbamate